C(C)C(C=C)=CC 3-ethyl-pentadiene